4-(((3S,4R)-1-((2,4-dichlorophenyl)sulfonyl)-4-hydroxy-4-(hydroxymethyl)pyrrolidin-3-yl)oxy)-2-fluorobenzonitrile ClC1=C(C=CC(=C1)Cl)S(=O)(=O)N1C[C@@H]([C@@](C1)(CO)O)OC1=CC(=C(C#N)C=C1)F